5-((4'-acetamido-[1,1'-biphenyl]-3-yl)oxy)-1H-1,2,3-triazole-4-carboxylic acid C(C)(=O)NC1=CC=C(C=C1)C1=CC(=CC=C1)OC1=C(N=NN1)C(=O)O